mono-phosphate sodium salt [Na+].P(=O)([O-])([O-])[O-].[Na+].[Na+]